phytyl mesylate S(C)(=O)(=O)OC\C=C(/C)\CCC[C@H](C)CCC[C@H](C)CCCC(C)C